ClC=1C=CC(=C(C1)C1=C2C(=NC=C1)C(=CS2)C(=O)O)C#CCN2C(=NC1=C(C2=O)C(=C(N=C1)F)C#N)C 7-(5-chloro-2-(3-(5-cyano-6-fluoro-2-methyl-4-oxopyrido[3,4-d]pyrimidin-3(4H)-yl)prop-1-yn-1-yl)phenyl)thieno[3,2-b]pyridine-3-carboxylic acid